FC=1C=C(C=C(C1)F)[C@@H]1N(OCC1)C1=CC(=NC=N1)NC1=CC=C(C=2CCOC21)C2CCN(CC2)C (R)-6-(3-(3,5-difluorophenyl)isoxazolidin-2-yl)-N-(4-(1-methylpiperidin-4-yl)-2,3-dihydrobenzofuran-7-yl)pyrimidin-4-amine